CN1N=C(C2=CC=C(C=C12)NC[C@H]1NCCC1)C1C(NC(CC1)=O)=O 3-(1-methyl-6-((((S)-pyrrolidin-2-yl)methyl)amino)-1H-indazol-3-yl)piperidine-2,6-dione